(2,7-di-t-butylfluorenyl)zirconium dichloride [Cl-].[Cl-].C(C)(C)(C)C1=C(C=2CC3=CC(=CC=C3C2C=C1)C(C)(C)C)[Zr+2]